4-{[2-(2,6-dioxopiperidin-3-yl)-1-oxo-1,2-dihydrophthalazin-6-yl]amino}butanoic acid O=C1NC(CCC1N1C(C2=CC=C(C=C2C=N1)NCCCC(=O)O)=O)=O